tributyl biphenyl-tri-ate C=1(C(=C(C(=CC1)C(=O)OCCCC)C(=O)OCCCC)C(=O)OCCCC)C1=CC=CC=C1